C(CCCCC)C(C(=O)OCCCCCCN(CCCCCCOC(C(CCCCCCCC)CCCCCC)=O)CCN(C)CCCC(=O)N(CCCC)CCCC)CCCCCCCC ((2-((4-(dibutylamino)-4-oxobutyl)(methyl)amino)ethyl)azanediyl)bis(hexane-6,1-diyl) bis(2-hexyldecanoate)